(6-(4-(hydroxymethyl)piperidin-1-yl)-1-methyl-1H-indazol-3-yl)dihydropyrimidine-2,4(1H,3H)-dione OCC1CCN(CC1)C1=CC=C2C(=NN(C2=C1)C)N1C(NC(CC1)=O)=O